OC1=C(C(N(C(=C1)C)C)=O)NC(N[C@@H](CC(=O)O)C1=CC(=CC=C1)CC1=C(C=CC=C1)C)=O (S)-3-(3-(4-hydroxy-1,6-dimethyl-2-oxo-1,2-dihydropyridin-3-yl)ureido)-3-(3-(2-methylbenzyl)phenyl)propanoic acid